(1-isonicotinoylpiperidin-3-yl)methanone C(C1=CC=NC=C1)(=O)N1CC(CCC1)C=O